FC1([C@@H](C1)S(=O)(=O)C=1N=C2N(N1)[C@@H](C[C@@H]2F)C2=C(C=CC(=C2)F)F)F (5S,7S)-2-[(1R)-2,2-difluorocyclopropyl]sulfonyl-5-(2,5-difluorophenyl)-7-fluoro-6,7-dihydro-5H-pyrrolo[1,2-b][1,2,4]triazole